(1R,2R)-2-aminocyclobutanol hydrochloride Cl.N[C@H]1[C@@H](CC1)O